4-(6-cyclopropyl-2-{4-cyclopropyl-2-[(1-methylcyclobutylamino)methyl]-7-oxo-1,6-dihydro-1,6-diaza-6-indenyl}-4-pyridyl)-3-[3-(trifluoromethyl)-2-pyridyl]benzonitrile C1(CC1)C1=CC(=CC(=N1)N1C=C(C=2C=C(NC2C1=O)CNC1(CCC1)C)C1CC1)C1=C(C=C(C#N)C=C1)C1=NC=CC=C1C(F)(F)F